6-(2,3,4-trifluorophenyl)pyrazolo[3,4-b]pyrazin FC1=C(C=CC(=C1F)F)C1=CN=C2C(=N1)NN=C2